4-[(3-methylcyclohexyl)oxy]butanoic acid CC1CC(CCC1)OCCCC(=O)O